OC(C(C(=O)OC)NC1=C(C=C(C(=O)OC)C=C1)[N+](=O)[O-])C methyl 4-(3-hydroxy-1-methoxy-1-oxobutan-2-ylamino)-3-nitrobenzoate